6-bromo-2-methyl-8-(trifluoromethyl)isoquinolin-1(2H)-one BrC=1C=C2C=CN(C(C2=C(C1)C(F)(F)F)=O)C